FC=1C=C(C=CC1)CCOC1=CC=C2C=CNC2=C1 6-(3-Fluorophenylethoxy)-1H-indole